4-(benzyloxy)-5-bromo-1-(3,3-difluoropropyl)-3-methyl-1H-pyrazole C(C1=CC=CC=C1)OC=1C(=NN(C1Br)CCC(F)F)C